ClC1=CC(=C(C=C1)NC(=O)C=1N(C2=CC=C(C=C2C1)NC(C1=C(C=CC(=C1)CNC(C(C)C)=O)Cl)=O)COC)C N-(4-chloro-2-methylphenyl)-5-(2-chloro-5-(isobutyramidomethyl)benzamido)-1-(methoxymethyl)-1H-indole-2-carboxamide